(4-fluorobenzyl)-3-(6H-isochromeno[3,4-c]pyridin-8-yl)thiourea FC1=CC=C(CNC(=S)NC=2C=CC3=C(C2)COC2=CN=CC=C23)C=C1